methyl 3-amino-2,5,6-trifluorobenzoate NC=1C(=C(C(=O)OC)C(=C(C1)F)F)F